5,6-dihydro-1H-pyrrolo[3,2-c]Pyridine-3-carbonitrile N1C=C(C2=CNCC=C21)C#N